ethyl 6-chloroimidazo[1,2-b]pyridazine-3-carboxylate ClC=1C=CC=2N(N1)C(=CN2)C(=O)OCC